2-(2-(((2-chloro-5-cyanophenyl)amino)-2-oxoacetamido)-3-phenylpropionamido)benzoic acid tert-butyl ester C(C)(C)(C)OC(C1=C(C=CC=C1)NC(C(CC1=CC=CC=C1)NC(C(=O)NC1=C(C=CC(=C1)C#N)Cl)=O)=O)=O